BrCC(=O)C1=CC=C(C=C1)C(F)(F)F 2-bromo-1-(4-(trifluoromethyl)phenyl)ethan-1-one